(1-(4-cyclobutyl-2-ethyl-5-(5-ethyl-4H-1,2,4-triazol-3-yl)benzoyl)-4-fluoropiperidin-4-yl)benzonitrile C1(CCC1)C1=CC(=C(C(=O)N2CCC(CC2)(F)C2=C(C#N)C=CC=C2)C=C1C1=NN=C(N1)CC)CC